4-(3-((5-Cyano-4-(4-fluorophenyl)thiazol-2-yl)amino)-2-ethyl-6-fluoropyrazolo[1,5-a]pyridine-5-yl)piperazine-1-carboxylate C(#N)C1=C(N=C(S1)NC=1C(=NN2C1C=C(C(=C2)F)N2CCN(CC2)C(=O)[O-])CC)C2=CC=C(C=C2)F